7-bromo-1-methylthiothieno[3,2-d][1,3]oxazine-2,4-dione BrC1=CSC2=C1N(C(OC2=O)=O)SC